C(#N)[C@H](C[C@H]1C(NCC1)=O)N[C@H](C(=O)NC(=O)C=1NC2=CC=CC(=C2C1)OC)CCC(F)(F)F N-[(2S)-({(1S)-1-cyano-2-[(3S)-2-oxopyrrolidin-3-yl]ethyl}amino)-5,5,5-trifluoro-1-oxopentanyl]-4-methoxy-1H-indole-2-carboxamide